6-(7-azabicyclo[2.2.1]heptane-7-yl)-2-chloro-3-formyl-N,N-dimethylisonicotinamide C12CCC(CC1)N2C=2N=C(C(=C(C(=O)N(C)C)C2)C=O)Cl